O[C@@H](CC(=O)OCC)C ethyl R-(-)-3-hydroxybutyrate